hexahydropyrimidine-2,4,6-trione formic acid salt C(=O)O.N1C(NC(CC1=O)=O)=O